BrC1=C(C(=CC=C1)F)OB(O)O (2-Bromo-6-fluorophenyl)boric acid